4-((2-fluorophenyl)(2H-tetrazol-5-yl)methyl)piperazine-1-carboxylic acid tert-butyl ester C(C)(C)(C)OC(=O)N1CCN(CC1)C(C=1N=NNN1)C1=C(C=CC=C1)F